4-(3-bromophenyl)-6,8-dichloro-2-methyl-1,2-dihydroisoquinoline BrC=1C=C(C=CC1)C1=CN(CC2=C(C=C(C=C12)Cl)Cl)C